4-(4-t-butylbenzoyl)phenyldimethyl-phenylsulfonium C(C)(C)(C)C1=CC=C(C(=O)C2=CC=C(C=C2)C2=C(C=CC=C2)[S+](C)C)C=C1